2-chloro-3,5-lutidine ClC1=NC=C(C=C1C)C